[Cl-].[Cl-].[Cl-].[Y+3] The molecule is the inorganic chloride salt of yttrium(III) It has a role as a catalyst. It is an inorganic chloride and a yttrium molecular entity.